FC=1C=C(C(=O)N(C2COCC=3NC(C=4C(C32)=CSC4)=O)C)C=CC1C(F)(F)F 3-Fluoro-N-methyl-N-(4-oxo-4,5,8,9-tetrahydro-6H-pyrano[3,4-b]thieno[3,4-d]pyridin-9-yl)-4-(trifluoromethyl)benzamide